ClC1=C(C=CC=C1)C1=NN2C(N=C(C=C2N2CC(CCC2)C(=O)N)OCC(C)(C)O)=C1C1=CC=C(C=C1)Cl 1-[2-(2-chlorophenyl)-3-(4-chlorophenyl)-5-(2-hydroxy-2-methyl-propoxy)pyrazolo[1,5-a]pyrimidin-7-yl]piperidine-3-carboxamide